C(=C)C=1C=C2C=NC(=NC2=CC1)N1[C@H]2COC[C@@H]1CC2 (1R,5S)-8-(6-vinylquinazolin-2-yl)-3-oxa-8-azabicyclo[3.2.1]octane